11-thiaundecyl-trimethyl-ammonium bromide [Br-].C(CCCCCCCCCS)[N+](C)(C)C